5-[(2S)-2-[acetyl-(trifluoromethylsulfonyl)amino]propoxy]-2-chloro-N-cyclopropyl-pyridine-3-carboxamide C(C)(=O)N([C@H](COC=1C=C(C(=NC1)Cl)C(=O)NC1CC1)C)S(=O)(=O)C(F)(F)F